benzyl ((1S)-1-((2R,3S,5R)-5-azido-3-(benzyloxy)-6-(p-tolylthio)tetrahydro-2H-pyran-2-yl)ethyl)(benzyl)carbamate N(=[N+]=[N-])[C@@H]1C[C@@H]([C@H](OC1SC1=CC=C(C=C1)C)[C@H](C)N(C(OCC1=CC=CC=C1)=O)CC1=CC=CC=C1)OCC1=CC=CC=C1